2-(6-chloro-3-pyridyl)propan-2-amine ClC1=CC=C(C=N1)C(C)(C)N